3-(1-ethyl-6-oxopyridazin-3-yl)-1H-indole-7-carbonitrile C(C)N1N=C(C=CC1=O)C1=CNC2=C(C=CC=C12)C#N